NC1=NC(N(C=C1C#CCCN(C(/C=C/C(=O)OC)=O)OC(C1=CC=CC=C1)=O)[C@@H]1O[C@@H]([C@H](C1)O)CO)=O methyl (E)-4-((4-(4-amino-1-((2R,4S,5R)-4-hydroxy-5-(hydroxymethyl)-tetrahydrofuran-2-yl)-2-oxo-1,2-dihydropyrimidin-5-yl)but-3-yn-1-yl) (benzoyloxy)amino)-4-oxobut-2-enoate